tert-butyl (R)-3-((5-(3-cyanophenyl)-1,3,4-oxadiazole-2-carboxamido)-methyl)pyrrolidine-1-carboxylate C(#N)C=1C=C(C=CC1)C1=NN=C(O1)C(=O)NC[C@@H]1CN(CC1)C(=O)OC(C)(C)C